ClC1=CC=C(CC(CC(=O)NC=2C=CC=C3C=CC=NC23)C[Si](C2=CC=CC=C2)(C)C)C=C1 3-(4-Chlorobenzyl)-4-[dimethyl(phenyl)silyl]-N-(quinolin-8-yl)butanamide